ClC1=NC=CC=2C=C3C(=CC12)C=CNC3=O 6-chloropyrido[3,4-g]isoquinolin-1(2H)-one